O[C@@H](C=1C=C(C(=O)O)C=C(N1)C(NC)=O)C1=NC=CC=C1 |r| (+/-)-2-(hydroxy(pyridin-2-yl)methyl)-6-(methylcarbamoyl)isonicotinic acid